C(C=C)(=O)OCCCCCCCCCCOP(=O)([O-])[O-] Acryloxydecylphosphat